ClC=1C=C(C(=C(C(=O)O)C1)C=O)F 5-chloro-3-fluoro-2-formylbenzoic acid